ClC=1C=CC(=C(C1)C1=CC(=NC=N1)O)N1N=NC(=C1)Cl 6-[5-chloro-2-(4-chloro-1H-1,2,3-triazol-1-yl)phenyl]pyrimidine-4-ol